ClC1=CC=C(C(=N1)C=1C=CC2=C(B(OC2)O)C1F)NC(C)C=1C=C(C=C2C(C(=C(OC12)C(C)C)C)=O)C 8-(1-((6-chloro-2-(7-fluoro-1-hydroxy-1,3-dihydrobenzo[c][1,2]oxaborol-6-yl)pyridin-3-yl)amino)ethyl)-2-isopropyl-3,6-dimethyl-4H-chromen-4-one